COC1=C(C=NN1C)S(=O)(=O)Cl 5-methoxy-1-methyl-1H-pyrazole-4-sulfonyl chloride